ClC=1C(=CC2=C(OCC3N2C(CC3)=O)C1)OC 7-Chloro-8-methoxy-2,3,3a,4-tetrahydro-1H-benzo[b]pyrrolo[1,2-d][1,4]oxazin-1-one